ClC1=NC=C(C(=O)NOCC)C(=C1)NC1=C(C=C(C(=C1)F)C#C)N(C)S 6-chloro-N-ethoxy-4-((4-ethynyl-5-fluoro-2-(N-methyl-sulfanylamino)phenyl)amino)nicotinamide